3-(2-((cyclopropylmethyl)amino)-5-formylpyrimidin-4-yl)-1-(2-fluorobenzyl)pyrrolidine-3-carboxylic acid ethyl ester C(C)OC(=O)C1(CN(CC1)CC1=C(C=CC=C1)F)C1=NC(=NC=C1C=O)NCC1CC1